C(C)(=O)O.C(C)(=O)O.NC(C)(C)N diaminopropane diacetate